3-(4-chloro-1H-indol-6-yl)-1-{1-[3-(trifluoromethyl)phenyl]ethyl}urea ClC1=C2C=CNC2=CC(=C1)NC(NC(C)C1=CC(=CC=C1)C(F)(F)F)=O